C(C)(C)(C)[C@H]1SCC(N1C(=O)OCCOCCN(CC)CC)C(N)=O 2-(2-diethylaminoethoxy)ethanol tert-butyl-(R)-4-carbamoylthiazolidine-3-carboxylate